CC=1C(=NC(N([C@H]2[C@H](O)[C@H](O)[C@@H](CO)O2)C1)=O)NC(CCCCC)=O 5-methyl-N4-hexanoyl-cytidine